(3R)-3-amino-5-[(4-chlorophenyl)methyl]-7-[5-(4,4-difluoro-3-piperidyl)-1,3,4-oxadiazol-2-yl]-8-fluoro-1,1-dioxo-2,3-dihydro-1lambda6,5-benzothiazepin-4-one N[C@H]1CS(C2=C(N(C1=O)CC1=CC=C(C=C1)Cl)C=C(C(=C2)F)C=2OC(=NN2)C2CNCCC2(F)F)(=O)=O